N-((1-(2-(ditetradecylamino)ethyl)-1H-pyrazol-4-yl)methyl)-N-tetradecyltetradecan-1-amine C(CCCCCCCCCCCCC)N(CCN1N=CC(=C1)CN(CCCCCCCCCCCCCC)CCCCCCCCCCCCCC)CCCCCCCCCCCCCC